COC1=NC=CC=C1C1=CN2C(S1)=C(C=N2)C(=O)NC=2C(=NC=C(C2)NC(=O)N2CC(C2)=O)C 2-(2-methoxypyridin-3-yl)-N-(2-methyl-5-(3-oxoazetidine-1-carboxamido)pyridin-3-yl)pyrazolo[5,1-b]thiazole-7-carboxamide